N-(4-((4-phenethyl-4-(1,3,4-thiadiazol-2-yl)piperidin-1-yl)methyl)phenyl)acetamide C(CC1=CC=CC=C1)C1(CCN(CC1)CC1=CC=C(C=C1)NC(C)=O)C=1SC=NN1